FC1=C(C=CC(=C1)O[C@@H]1C(NC(CC1)=O)=O)CC(=O)O 2-[2-fluoro-4-[[(3S)-2,6-dioxo-3-piperidyl]oxy]phenyl]acetic acid